N-[(1S)-1-[[(1S)-1-[5-(2,4-difluorophenyl)-1H-imidazol-2-yl]ethyl]carbamoyl]-3-[(2S)-2-methyl-1-piperidyl]-3-oxo-propyl]-4-methyl-pentanamide FC1=C(C=CC(=C1)F)C1=CN=C(N1)[C@H](C)NC(=O)[C@H](CC(=O)N1[C@H](CCCC1)C)NC(CCC(C)C)=O